CC(C)(CCCC)O 2-methyl-2-hexanol